4-((2-(3,6-diazabicyclo[3.1.1]heptan-3-yl)-7-(thiazol-2-yl)benzo[d]oxazol-4-yl)oxy)cyclohexan-1-ol C12CN(CC(N1)C2)C=2OC1=C(N2)C(=CC=C1C=1SC=CN1)OC1CCC(CC1)O